(3R,4R)-4-{[3-(2,4-difluoro-phenyl)-isoxazole-5-carbonyl]-amino}-1-(2-methyl-cyclopentyl)-piperidine-3-carboxylic acid (1-pyridin-2-yl-cyclopropyl)-amide N1=C(C=CC=C1)C1(CC1)NC(=O)[C@@H]1CN(CC[C@H]1NC(=O)C1=CC(=NO1)C1=C(C=C(C=C1)F)F)C1C(CCC1)C